1-[5-[(1S)-1-(2,2-difluoro-1,3-benzodioxol-5-yl)ethoxy]-6-fluoro-3-pyridinyl]-3-(trifluoromethyl)-5,6-dihydro-4H-indazol-7-one FC1(OC2=C(O1)C=CC(=C2)[C@H](C)OC=2C=C(C=NC2F)N2N=C(C=1CCCC(C21)=O)C(F)(F)F)F